COCCN1N=C(C(=C1)NC=1SC=C(N1)C1=CC=C(C=C1)N1C(OCC1)=O)C 3-(4-(2-((1-(2-methoxyethyl)-3-methyl-1H-pyrazol-4-yl)amino)thiazol-4-yl)phenyl)oxazolidin-2-one